2,3,5,6-tetramethylphenol CC1=C(C(=C(C=C1C)C)C)O